tert-butyl (R)-3-chloro-12-oxo-1-(2-oxa-6-azaspiro[3.4]octan-6-yl)-6a,7,9,10-tetrahydro-6H-pyrazino[2,1-c]pyrido[3,4-f][1,4]oxazepine-8(12H)-carboxylate ClC1=CC2=C(C(N3[C@@H](CO2)CN(CC3)C(=O)OC(C)(C)C)=O)C(=N1)N1CC3(COC3)CC1